FC=1C=NC(=NC1)N1C2=C(C3=C1N=NC(=C3)C3=C(C=C(C=C3C)C(F)(F)F)O)OCC2 2-[8-(5-fluoropyrimidin-2-yl)-7,8-dihydro-6H-furo[2',3':4,5]pyrrolo[2,3-c]pyridazin-3-yl]-3-methyl-5-(trifluoromethyl)phenol